5-(3-hydroxy-prop-1-ynyl)pyridine-3-carbonitrile OCC#CC=1C=C(C=NC1)C#N